1-(1,3-benzodioxol-5-ylmethyl)-N-[(2,3-dichlorophenyl)methyl]-5-oxopyrrolidine-3-carboxamid O1COC2=C1C=CC(=C2)CN2CC(CC2=O)C(=O)NCC2=C(C(=CC=C2)Cl)Cl